4-[(3R)-3-methylmorpholin-4-yl]-1H-pyridin-2-one C[C@H]1N(CCOC1)C1=CC(NC=C1)=O